ClCC=1C(=NC=CC1)N(S(=O)(=O)C)C N-(3-(chloromethyl)pyridin-2-yl)-N-Methylmethanesulfonamide